N,N'-dibutylbutane-2,3-diimine C(CCC)N=C(C)C(C)=NCCCC